2,4-Dihydroxy-3-methyl-benzaldehyd OC1=C(C=O)C=CC(=C1C)O